1-bromo-4-chloro-2-(dimethoxymethyl)benzene BrC1=C(C=C(C=C1)Cl)C(OC)OC